O(C#N)C1=CC=C(C=C1)C12CC3(CC(CC(C1)C3)C2)C2=CC=C(C=C2)OC#N 1,3-bis(4-Cyanatophenyl)adamantan